CC1=NC2=C(C=C(C=C2C=C1)C=O)C (2,8-dimethylquinolin-6-yl)methanone